ClC=1C(=C(C(=O)N)C=CC1C[C@@H](CNC(C[C@@H](C1(CC1)C(F)(F)F)C=1C=NC(=CC1)C)=O)N(C)C)F 3-chloro-4-((S)-2-(dimethylamino)-3-((R)-3-(6-methylpyridin-3-yl)-3-(1-(trifluoromethyl)cyclopropyl)propanamido)propyl)-2-fluorobenzamide